O=C1N(C=CC(N1)=O)CC1=CC=C(C(=O)N(C)C)C=C1 4-((2,4-dioxo-3,4-dihydropyrimidin-1(2H)-yl)methyl)-N,N-dimethylbenzamide